O1CCCC2=CC(=CC=C12)S(=O)(=O)N1CCC2(C[C@@H](CO2)NCC(COC2=C(C=CC=C2)S(=O)(=O)NC)O)CC1 3-((S)-8-(chroman-6-ylsulfonyl)-1-oxa-8-azaspiro[4.5]dec-3-ylamino)-2-hydroxypropoxy-N-methylbenzenesulfonamide